CN(S(=O)(=O)C)CC=1C=NC=C(C1)C=1N(C2=CC=CC=C2C1)C N-methyl-N-[5-(1-methyl-1H-indol-2-yl)-pyridin-3-ylmethyl]-methanesulfonamide